1,1-Dimethyl-2,2,2-trichloro-ethylcarbamat CC(C(Cl)(Cl)Cl)(C)NC([O-])=O